[3-[3-(7-azaspiro[3.5]nonan-2-yl)-4-oxo-quinazolin-6-yl]oxy-2-cyano-4-fluoro-phenyl]-3-methoxy-pyrrolidine-1-sulfonamide C1C(CC12CCNCC2)N2C=NC1=CC=C(C=C1C2=O)OC=2C(=C(C=CC2F)C2N(CCC2OC)S(=O)(=O)N)C#N